tert-butyl 7-((4-(ethoxy(hydroxy)phosphoryl)benzyl)amino)-3-(methyl-carbamoyl)-1H-pyrazolo[4,3-d]pyrimidine-1-carboxylate C(C)OP(=O)(O)C1=CC=C(CNC=2C3=C(N=CN2)C(=NN3C(=O)OC(C)(C)C)C(NC)=O)C=C1